tert-butyl (S)-2-(6-carbamoyl-4-phenylindoline-1-carbonyl)pyrrolidine-1-carboxylate C(N)(=O)C1=CC(=C2CCN(C2=C1)C(=O)[C@H]1N(CCC1)C(=O)OC(C)(C)C)C1=CC=CC=C1